5-[2-methyl-5-[[(2S)-4-methylmorpholin-2-yl]methoxy]-4-pyridyl]-N-pyrazin-2-yl-pyrazolo[1,5-a]pyridin-2-amine CC1=NC=C(C(=C1)C1=CC=2N(C=C1)N=C(C2)NC2=NC=CN=C2)OC[C@@H]2CN(CCO2)C